tetramethylphenothiazin-5-ium CC1=C(C(=C(C2=NC3=CC=CC=C3[S+]=C12)C)C)C